ClC1=NC=CC(=C1)CC1=CC(=CC(=C1)F)Cl 2-chloro-4-[(3-chloro-5-fluorophenyl)methyl]pyridine